S1C=NC(=C1)CN Thiazol-4-yl-methan-amine